C(#C)[C@@H]1CCN(CCO1)C(C1=CC(=C(C=C1)[N+](=O)[O-])OC)=O (7S)-7-ethynyl-4-(3-methoxy-4-nitrobenzoyl)-1,4-oxazepane